methyl (2-aminoethyl)-L-prolinate NCCN1[C@@H](CCC1)C(=O)OC